C(C)C1=CC2=C(C3=CC=C(C=C3C=C2C=C1)CC)OC(=O)C1C(CC=CC1)C(=O)O 2,6-diethyl-9-[2-carboxy(4-cyclohexenyl)]carbonyloxyanthracene